[4-[1-[2-(aminomethyl)-3,3-difluoro-allyl]-5-oxo-1,2,4-triazol-4-yl]-2-pyridinyl]-8-methyl-3,4-dihydro-1H-quinolin-2-one trifluoroacetate FC(C(=O)O)(F)F.NCC(CN1N=CN(C1=O)C1=CC(=NC=C1)N1C(CCC2=CC=CC(=C12)C)=O)=C(F)F